tert-butyl (R)-2-(((5-(2-aminopyrazolo[1,5-a]pyridin-5-yl)-1-methyl-1H-pyrazol-4-yl)oxy)methyl)azetidine-1-carboxylate NC1=NN2C(C=C(C=C2)C2=C(C=NN2C)OC[C@@H]2N(CC2)C(=O)OC(C)(C)C)=C1